N1=CC=CC2=CC=CC(=C12)NC(=O)C1=NC=CC(=C1)NC(OCCCCCC#C)=O hept-6-yn-1-yl (2-(quinolin-8-ylcarbamoyl)pyridin-4-yl)carbamate